C(C(=C)C)(=O)N1CCC2=CC=CC(=C12)C#N 1-methacryloyl-indoline-7-nitrile